1-(tert-butyl) 2-methyl (2R,4R,5R)-2-(2-(chloromethyl)allyl)-4-hydroxy-5-methyl-pyrrolidine-1,2-dicarboxylate ClCC(C[C@]1(N([C@@H]([C@@H](C1)O)C)C(=O)OC(C)(C)C)C(=O)OC)=C